CN(CC(=O)N1CCC(CC1)C=1C=NC(=CC1)C1=NNC(=C1CC(F)(F)F)C=1C=C(C=2N(C1)N=CN2)OC)C 2-(dimethylamino)-1-(4-(6-(5-(8-methoxy-[1,2,4]triazolo[1,5-a]pyridin-6-yl)-4-(2,2,2-trifluoroethyl)-1H-pyrazol-3-yl)pyridin-3-yl)piperidin-1-yl)ethan-1-one